C(C)[C@H]1CN(CC1)C[C@@H](C)[C@H]1CC[C@H]2\C(\CCC[C@]12C)=C\C=C1C[C@H](C[C@@H](C1)O)O (1R,3R)-5-(2-((1R,3aS,7aR,E)-1-((S)-1-((R)-3-ethylpyrrolidin-1-yl)propan-2-yl)-7a-methyl-octahydro-4H-inden-4-ylidene)ethylidene)cyclohexane-1,3-diol